(R)-2-((S)-5-fluoro-1,3-dihydroisobenzofuran-1-yl)azetidine FC=1C=C2CO[C@@H](C2=CC1)[C@@H]1NCC1